zinc boron aluminum sodium [Na].[Al].[B].[Zn]